4-[2-fluoro-5-[[6-oxo-4-(trifluoromethyl)-1H-pyridine-3-carbonyl]amino]-4-[(3R,5S)-3,4,5-trimethylpiperazin-1-yl]phenyl]-3,6-dihydro-2H-pyridine-1-carboxylic acid tert-butyl ester C(C)(C)(C)OC(=O)N1CCC(=CC1)C1=C(C=C(C(=C1)NC(=O)C1=CNC(C=C1C(F)(F)F)=O)N1C[C@H](N([C@H](C1)C)C)C)F